4'-cyclohexyl-2-fluoro-[1,1'-biphenyl] C1(CCCCC1)C1=CC=C(C=C1)C1=C(C=CC=C1)F